1-(benzofuran-3-yl)dibenzo[b,d]furan O1C=C(C2=C1C=CC=C2)C2=CC=CC=1OC3=C(C12)C=CC=C3